[Cl-].C[N+]1=C(C=CC=C1)C 1,2-dimethylpyridinium chloride